OC1=C(C=C(C=C1)C1=CC=C2C/C(/C(C2=C1)=O)=N/O)C(F)(F)F (2Z)-6-[4-hydroxy-3-(trifluoromethyl)phenyl]-2-(hydroxyimino)-2,3-dihydro-1H-inden-1-one